5-(2-methylpyrimidin-4-yl)-5,6,7,8-tetrahydro-1,5-naphthyridin CC1=NC=CC(=N1)N1C=2C=CC=NC2CCC1